NC=1C=C(C=CC1Cl)NC(=O)C1=CC2=C(OCCO2)C=C1 N-(3-Amino-4-chlorophenyl)-2,3-dihydrobenzo[b][1,4]dioxine-6-carboxamide